tetramethylhexadecanoate CC(C(C(=O)[O-])(C)C)(CCCCCCCCCCCCC)C